C1(CC1)N(C(=O)C=1C=CC2=C(OCC(N2)=O)C1)CC1=CC=C(C(=O)NCCCCNC=2C=C3C(N(C(C3=CC2)=O)C2C(N(C(CC2)=O)CNCC(=O)[O-])=O)=O)C=C1 (3-(5-((4-(4-((N-cyclopropyl-3-oxo-3,4-dihydro-2H-benzo[b][1,4]oxazine-7-carboxamido)methyl)benzamido)butyl)amino)-1,3-dioxoisoindolin-2-yl)-2,6-dioxopiperidinyl)methylglycinate